(3-phenylcarbonyl-2-fluoroindol-1-yl)(4-bromophenyl)methanone C1(=CC=CC=C1)C(=O)C1=C(N(C2=CC=CC=C12)C(=O)C1=CC=C(C=C1)Br)F